ClC=1C2=C(N=CN1)CC[C@H]2C (5R)-4-chloro-5-methyl-6,7-dihydro-5H-cyclopenta[d]pyrimidine